methyl (S)-4,4-difluoropyrrolidine-2-carboxylate hydrochloride Cl.FC1(C[C@H](NC1)C(=O)OC)F